BrC(C(=O)C1CC1)CC 2-Bromo-1-cyclopropylbutan-1-one